N(CC1=NC=C(C(=O)N(C[C@@H]([C@H]([C@@H]([C@@H](CO)O)O)O)O)C)C=C1)(CC1=NC=C(C(=O)N(C)C[C@@H]([C@H]([C@@H]([C@@H](CO)O)O)O)O)C=C1)CC1=NC=C(C(=O)N(C)C[C@@H]([C@H]([C@@H]([C@@H](CO)O)O)O)O)C=C1 6,6',6''-(nitrilotris(methylene))tris(N-methyl-N-((2S,3R,4R,5R)-2,3,4,5,6-pentahydroxyhexyl)nicotinamide)